2-(2-cyano-6-(2H-tetrazol-5-yl)pyridin-4-yl)-4-methylthiazole-5-carboxylic acid C(#N)C1=NC(=CC(=C1)C=1SC(=C(N1)C)C(=O)O)C=1N=NNN1